3-fluoro-5-(trifluoromethoxy)bromobenzene tert-butyl-(3S,4R)-3-[{[3,5-bis(trifluoromethyl)phenyl](methyl)carbamoyl}(methyl)amino]-4-(4-fluorophenyl)pyrrolidine-1-carboxylate C(C)(C)(C)OC(=O)N1C[C@H]([C@@H](C1)C1=CC=C(C=C1)F)N(C)C(N(C)C1=CC(=CC(=C1)C(F)(F)F)C(F)(F)F)=O.FC=1C=C(C=C(C1)OC(F)(F)F)Br